2-(t-butoxycarbonyl-amino)ethanethiol C(C)(C)(C)OC(=O)NCCS